S(C)(=O)(=O)O.N[C@@H]1CN(CC1)C(=O)C=1C=CC(=C(C1)C1=CC(=C(C#N)C=C1)F)C1=C(C=C(C=C1)CC(C)(C)O)F 4-[5-[(3S)-3-aminopyrrolidine-1-carbonyl]-2-[2-fluoro-4-(2-hydroxy-2-methylpropyl)phenyl]phenyl]-2-fluoro-benzonitrile mesylate